C(C)(C)C1CN(C1)C1CN(CC1)C1=CC=C(C=C1)N1C=NC(=C1)NC=1N=CC(=NC1)C#N 5-((1-(4-(3-(3-Isopropylazetidin-1-yl)pyrrolidin-1-yl)phenyl)-1H-imidazol-4-yl)amino)pyrazine-2-carbonitrile